C1(CCC1)CN1N=C2N=C(C=NC2=C1)N[C@@H](C)C=1C=C(C=CC1F)NC(=O)C1=CN=C(S1)C(F)(F)F (S)-N-(3-(1-((2-(cyclobutylmethyl)-2H-pyrazolo[3,4-b]pyrazin-6-yl)amino)ethyl)-4-fluorophenyl)-2-(trifluoromethyl)thiazole-5-carboxamide